FC1(CC(CCC1)N(C1=CC(=CC=C1)F)C(CC1(CCN(CC1)C(N(C1=CC=CC=C1)C)=O)C(=O)O)=O)F 4-[2-(N-(3,3-difluorocyclohexyl)-3-fluoro-anilino)-2-oxo-ethyl]-1-[methyl(phenyl)carbamoyl]piperidine-4-carboxylic acid